4-((2-(1H-pyrazol-4-yl)ethyl)amino)-5,6-dimethyl-N-(2,2,2-trifluoro-1-phenylethyl)pyrimidine N1N=CC(=C1)CCNC1=NCN(C(=C1C)C)C(C(F)(F)F)C1=CC=CC=C1